1-(3-((tert-butoxycarbonyl)amino)-3-methylbutanoyl)pyrrolidine-2-carboxylic acid (R)-tert-butyl ester C(C)(C)(C)OC(=O)C1N(CCC1)C(CC(C)(C)NC(=O)OC(C)(C)C)=O